N-hydroxy-3-(2-(pyridin-4-yl)quinolin-4-yl)propenamide ONC(C=CC1=CC(=NC2=CC=CC=C12)C1=CC=NC=C1)=O